ClC1=CC=C(C=C1)C=1C2=C(NC(C3(CC3)N1)=O)SC(=C2C)C 5-(4-chlorophenyl)-6,7-dimethyl-spiro[1H-thieno[2,3-e][1,4]diazepine-3,1'-cyclopropane]-2-one